[N+](=O)([O-])C=1C(NC=CC1)=O 3-nitro-1H-pyridin-2-one